N1=NC=C(C=C1)CO pyridazin-4-ylmethanol